imidazoletrithiate N1C(=NC(=C1C([O-])=S)C([O-])=S)C([O-])=S